3-(((4-bromo-5-chloro-2-nitrophenyl)amino)methyl)azetidine-1-carboxylic acid tert-butyl ester C(C)(C)(C)OC(=O)N1CC(C1)CNC1=C(C=C(C(=C1)Cl)Br)[N+](=O)[O-]